N-{(6R)-7,7-difluoro-2-[6-methyl-4-(2,4,6-trifluorophenyl)[1,2]oxazolo[4,5-c]pyridin-3-yl]-3-oxo-2,5,6,7-tetrahydro-3H-pyrrolo[1,2-c]imidazol-6-yl}-N'-methylsulfuric diamide FC1([C@@H](CN2C(N(C=C21)C2=NOC1=C2C(=NC(=C1)C)C1=C(C=C(C=C1F)F)F)=O)NS(NC)(=O)=O)F